C(=C)OC vinyl-methylether